ClC=1C(=CC(=NC1)NC1CCC(CC1)NC(CO[C@@H](C(=O)OC(C)(C)C)C)C)C1=NC(=CC=C1)NCC1(CCOCC1)C#N tert-butyl (2R)-2-(2-(((1r,4R)-4-((5'-chloro-6-(((4-cyanotetrahydro-2H-pyran-4-yl)methyl)amino)-[2,4'-bipyridin]-2'-yl)amino)cyclohexyl)amino)propoxy)propanoate